tert-butyl (S)-3-((4-(N-(tert-butoxycarbonyl)-N-(thiazol-4-yl)sulfamoyl)-2-chloro-3-fluorophenyl)(methyl)amino)pyrrolidine-1-carboxylate C(C)(C)(C)OC(=O)N(S(=O)(=O)C1=C(C(=C(C=C1)N([C@@H]1CN(CC1)C(=O)OC(C)(C)C)C)Cl)F)C=1N=CSC1